6-(2-{[(2R,7aS)-2-fluoro-hexahydro-1H-pyrrolizin-7a-yl]Methoxy}-4-[(1S,6R)-3,9-diazabicyclo[4.2.1]Non-3-yl]-8-fluoroquinazolin-7-yl)-4-methyl-5-(trifluoromethyl)pyridin-2-amine F[C@@H]1C[C@@]2(CCCN2C1)COC1=NC2=C(C(=CC=C2C(=N1)N1C[C@@H]2CC[C@H](CC1)N2)C2=C(C(=CC(=N2)N)C)C(F)(F)F)F